hydrazinecarboximidamide, dihydrochloride Cl.Cl.N(N)C(N)=N